gamma-aminopropyldimethylethoxy-silane NCCC[Si](OCC)(C)C